O1C=2C(CCC1)C(CC2)=O tetrahydrocyclopenta[b]pyran-5(4H)-one